COC=1C(=CC=2C3=C(C=NC2C1)N(C(N3C3=C(C=NC=C3)C)=O)C)C=3C=NNC3 7-Methoxy-3-methyl-1-(3-methylpyridin-4-yl)-8-(1H-pyrazol-4-yl)-1,3-dihydroimidazo[4,5-c]quinolin-2-one